CC1=C(C(NC(=C1)C)=O)CNC(=O)C=1C(=C(N2C=C(C=C2C1)C=1N(C=CN1)C)C(C)N1CCOCC1)C N-((4,6-dimethyl-2-oxo-1,2-dihydropyridin-3-yl)methyl)-6-methyl-2-(1-methyl-1H-imidazol-2-yl)-5-(1-morpholinoethyl)indolizine-7-carboxamide